C(C1=CC=CC=C1)(=O)C1=C(N=NN1)C1=CC=C2CN(C(C2=C1)=O)C=1C=C(C=CC1)C1=CC(=C(C=C1)F)F 3-(6-(5-benzoyl-1H-1,2,3-triazol-4-yl)-1-oxoisoindolin-2-yl)-3',4'-difluorobiphenyl